Sulfathiazole Sodium NC1C=CC(S(=O)(=O)[N-]C2=NC=CS2)=CC=1.[Na+]